nitrogen isopropyl-acrylamide methyl-1-(2-chlorophenyl)-5-phenylpyrazole-3-carboxylate COC(=O)C1=NN(C(=C1)C1=CC=CC=C1)C1=C(C=CC=C1)Cl.C(C)(C)C(C(=O)N)=C.[N]